3-[5-[4-[[1-[2-[(2S)-4-[6-(5-isopropoxy-1H-indazol-3-yl)pyrimidin-4-yl]-2-methyl-piperazin-1-yl]ethyl]-4-piperidyl]methyl]piperazin-1-yl]-1-oxo-isoindolin-2-yl]piperidine-2,6-dione C(C)(C)OC=1C=C2C(=NNC2=CC1)C1=CC(=NC=N1)N1C[C@@H](N(CC1)CCN1CCC(CC1)CN1CCN(CC1)C=1C=C2CN(C(C2=CC1)=O)C1C(NC(CC1)=O)=O)C